N-(3-(N-(5-(3-(3,3-Dimethylbutoxy)phenyl)-4-(2-(trifluoromethyl)phenyl)thiazol-2-yl)sulfamoyl)phenyl)-1-fluorocyclopropane-1-carboxamide CC(CCOC=1C=C(C=CC1)C1=C(N=C(S1)NS(=O)(=O)C=1C=C(C=CC1)NC(=O)C1(CC1)F)C1=C(C=CC=C1)C(F)(F)F)(C)C